N[C@@H](C(=O)N1CCN(CC1)C=1C2=C(N=CN1)[C@H](C[C@H]2C)O)CC2=CC=C(C=C2)Cl (R)-2-amino-3-(4-chlorophenyl)-1-(4-((5R,7S)-7-hydroxy-5-methyl-6,7-dihydro-5H-cyclopenta[d]pyrimidin-4-yl)piperazin-1-yl)propan-1-one